FC1=C(C(=O)NC2=C(C=C(C=C2C(F)(F)F)C(C(F)(F)F)(C(F)(F)F)F)Br)C=CC=C1[N+](=O)[O-] 2-fluoro-3-nitro-N-(2-bromo-4-(perfluoropropane-2-yl)-6-(trifluoromethyl)phenyl)benzamide